4-fluoro-1-[2-methyl-2-(pyridin-2-yl)propanoyl]-N-{phenyl[4-(propan-2-yl)phenyl]methyl}pyrrolidine-2-carboxamide FC1CC(N(C1)C(C(C)(C1=NC=CC=C1)C)=O)C(=O)NC(C1=CC=C(C=C1)C(C)C)C1=CC=CC=C1